C(C)OC(=O)C1=C(C2=C(N=CS2)N1C)C=O 6-formyl-4-methyl-4H-pyrrolo[2,3-d]Thiazole-5-carboxylic acid ethyl ester